S-allyl-L-methionine sulfonium chloride [Cl-].[SH3+].C(C=C)[S+](CC[C@H](N)C(=O)O)C.[Cl-]